methyl 1-(6-(2-hydroxyphenyl)pyridazin-4-yl)-4-(3-methylisoxazol-5-yl)piperidine-4-carboxylate OC1=C(C=CC=C1)C1=CC(=CN=N1)N1CCC(CC1)(C(=O)OC)C1=CC(=NO1)C